N1(CCNCC1)C=1C=2N(C=C(C1)C=1C=NN(C1)C1CCOCC1)N=CC2C#N 4-(piperazine-1-yl)-6-(1-(tetrahydro-2H-pyran-4-yl)-1H-pyrazol-4-yl)pyrazolo[1,5-a]pyridine-3-carbonitrile